Diethyl 3,3'-(ethane-1,2-diylbis(5-carbamoyl-1H-benzo[d]imidazole-1,2-diyl))bis(4-chloro-7-fluorobenzo[b]thiophene-2-carboxylate) C(CN1C(=NC2=C1C=CC(=C2)C(N)=O)C=2C1=C(SC2C(=O)OCC)C(=CC=C1Cl)F)N1C(=NC2=C1C=CC(=C2)C(N)=O)C=2C1=C(SC2C(=O)OCC)C(=CC=C1Cl)F